5-{2-amino-[1,2,4]triazolo[1,5-a]pyridin-7-yl}-N-{[3-(cyclobutylmethoxy)pyridin-2-yl]methyl}-2-methoxypyridine-3-carboxamide NC1=NN2C(C=C(C=C2)C=2C=C(C(=NC2)OC)C(=O)NCC2=NC=CC=C2OCC2CCC2)=N1